Cl.C(C)OC([C@H](C(C1CCCCC1)C1CCCCC1)N)=O (2S)-2-amino-3,3-dicyclohexyl-propionic acid ethyl ester hydrochloride